6-butan-2-yl-quinoline CC(CC)C=1C=C2C=CC=NC2=CC1